3-[5-(4,6-dichloropyridin-3-yl)-1,3,4-thiadiazol-2-yl]-3,8-diazabicyclo[3.2.1]octane ClC1=C(C=NC(=C1)Cl)C1=NN=C(S1)N1CC2CCC(C1)N2